(12AR)-10-chloro-9-(4-chloro-1-methoxy-7-methylisoquinolin-8-yl)-8-fluoro-3,4,12,12a-tetrahydro-6H-pyrazino[2,1-c][1,4]benzooxazepin-2(1H)-carboxylic acid tert-butyl ester C(C)(C)(C)OC(=O)N1C[C@@H]2COC3=C(CN2CC1)C=C(C(=C3Cl)C=3C(=CC=C1C(=CN=C(C31)OC)Cl)C)F